3-methoxy-N-methyl-5-((2'-methyl-[3,4'-bipyridin]-2-yl)oxy)benzamide COC=1C=C(C(=O)NC)C=C(C1)OC1=NC=CC=C1C1=CC(=NC=C1)C